1-(6-bromopyridin-3-yl)ethanone BrC1=CC=C(C=N1)C(C)=O